2-(8-(2-fluoro-4-guanidinobenzoyloxy)-[1,2,4]triazolo[1,5-a]pyridin-5-yl)acetic acid FC1=C(C(=O)OC=2C=3N(C(=CC2)CC(=O)O)N=CN3)C=CC(=C1)NC(=N)N